C(C)(C)(C)[Si](OC1=CC(=C(C(=C1)F)F)F)(C)C t-butyl-dimethyl-(3,4,5-trifluorophenoxy)silane